F[C@H]1C[C@@H](N(C1)C=1C=CC=2N(N1)C(=CN2)C(=O)OCC)C2=CC(=CC(=C2)SC)F Ethyl 6-[(2R,4S)-4-fluoro-2-[3-fluoro-5-(methylsulfanyl)phenyl]pyrrolidin-1-yl]imidazo[1,2-b]pyridazine-3-carboxylate